O[C@@H]1[C@H](O[C@H]([C@@H]1O)C)N1C(NC(C(=C1)F)=O)=O 1-((2S,3S,4R,5S)-3,4-dihydroxy-5-methyltetrahydrofuran-2-yl)-5-fluoropyrimidine-2,4(1H,3H)-dione